(R)-(tetrahydrofuran-3-yl)methyl 4-methylbenzenesulfonate CC1=CC=C(C=C1)S(=O)(=O)OC[C@H]1COCC1